C1(CC1)N1N=C2C(=CC=C(C2=C1)C=1C=C(C#N)C=CC1)OC 3-(2-cyclopropyl-7-methoxy-2H-indazol-4-yl)benzonitrile